6-tert-butyl-8-chlorophenanthridine C(C)(C)(C)C=1N=C2C=CC=CC2=C2C=CC(=CC12)Cl